ClC=1C=C(C=CC1C(F)(F)F)N1N=C(C=2C1=NC=C(C2)NC(C=C)=O)C N-(1-(3-chloro-4-(trifluoromethyl)phenyl)-3-methyl-1H-pyrazolo[3,4-b]pyridin-5-yl)acrylamide